5-(PYRROLIDIN-3-YL)PICOLINALDEHYDE N1CC(CC1)C=1C=CC(=NC1)C=O